5-((2,4-dimethoxybenzyl)amino)-1-(4-(methoxy-d3)phenyl)-3-(2-methyl-2H-indazol-5-yl)-7-((2,2,2-trifluoroethyl)amino)-3,4-dihydropyrimido[4,5-d]pyrimidin-2(1H)-one COC1=C(CNC2=C3C(=NC(=N2)NCC(F)(F)F)N(C(N(C3)C3=CC2=CN(N=C2C=C3)C)=O)C3=CC=C(C=C3)OC([2H])([2H])[2H])C=CC(=C1)OC